CC1CCC(NC1)C=1C=CC=2N(C1)C=NC2 6-(5-methyl-2-piperidyl)imidazo[1,5-a]pyridine